FC1=C(C=C(C=C1)NC(=O)C1=C(N(C(=C1C)C(C(=O)NC1=CC2=C(B(OC2)O)C=C1)=O)C)C)C N-(4-fluoro-3-methylphenyl)-5-(2-((1-hydroxy-1,3-dihydrobenzo[c][1,2]oxaborol-5-yl)amino)-2-oxoacetyl)-1,2,4-trimethyl-1H-pyrrole-3-carboxamide